C(C)(C)(C)OC(=O)N(C1(CCC1)C(=O)OCC)C ethyl 1-((tert-butoxycarbonyl)(methyl)amino)cyclobutane-1-carboxylate